3-((1S,2R,4aR,6aR,6bS,8aR,12aS,14aR,14bS)-11-cyano-1,2,6a,6b,9,9,12a-heptamethyl-10,14-dioxo-1,3,4,5,6,6a,6b,7,8,8a,9,10,12a,14,14a,14b-hexadecahydropicen-4a(2H)-yl)propanoic acid C(#N)C=1C(C([C@@H]2CC[C@]3([C@@]4(CC[C@]5(CC[C@H]([C@@H]([C@H]5[C@H]4C(C=C3[C@]2(C1)C)=O)C)C)CCC(=O)O)C)C)(C)C)=O